OC=1C=C(C2=CC=CC=C2C1)C1=CC=C2C(=NC(=NC2=C1)OC[C@H]1N(CCC1)C)N1[C@H]2CN(C[C@@H]1CC2)C(=O)C=2NC=CN2 ((1R,5S)-8-(7-(3-hydroxynaphthalen-1-yl)-2-(((S)-1-methylpyrrolidin-2-yl)methoxy)quinazolin-4-yl)-3,8-diazabicyclo[3.2.1]octan-3-yl)(1H-imidazol-2-yl)methanone